FC=1C=CC(=C(C1)NN)C (5-fluoro-2-methylphenyl)hydrazine